C(#N)C1=CC(=NC=C1)N1CC2(C3=C1N=CN=C3N3[C@H](CN(CC3)C(=O)OC(C)(C)C)C)CCC2 (S)-tert-butyl 4-(7'-(4-cyanopyridin-2-yl)-6',7'-dihydrospiro[cyclobutane-1,5'-pyrrolo[2,3-d]pyrimidin]-4'-yl)-3-methylpiperazine-1-carboxylate